C1(CC1)C1=NC=NC(=C1C=1N=CC2=C(N1)C(=CN2)CC2=CC=C(C=C2)C=2N(C=C(N2)C(F)(F)F)C(C)C)OC 2-(4-cyclopropyl-6-methoxypyrimidin-5-yl)-7-(4-(1-isopropyl-4-(trifluoromethyl)-1H-imidazol-2-yl)benzyl)-5H-pyrrolo[3,2-d]pyrimidine